[Na].C1CCC2=C(C=3CCCC3C=C12)NC(=O)NS(=O)(=O)C1=NN(C=C1)C(CN1CCCC1)(C)C N-((1,2,3,5,6,7-Hexahydro-s-indacen-4-yl)carbamoyl)-1-(2-methyl-1-(pyrrolidin-1-yl)propan-2-yl)-1H-pyrazole-3-sulfonamide, sodium salt